[Cl-].[Cl-].C1=C(C=CC2=CC=CC=C12)C(=[Zr+2](C1=CC(=CC=2C3=CC(=CC=C3CC12)C(C)(C)C)C(C)(C)C)C1C=CC=C1)C1=CC2=CC=CC=C2C=C1 di(2-naphthyl)methylene(cyclopentadienyl)(3,6-di-t-butylfluorenyl)zirconium dichloride